N-((1S)-1-(4-((1,1-Dimethyl-2,3-dihydro-1H-inden-2-yl)amino)phenyl)-2,2,2-trifluoroethyl)-N-methyl-2-oxo-1,2-dihydropyridine-4-carboxamide CC1(C(CC2=CC=CC=C12)NC1=CC=C(C=C1)[C@@H](C(F)(F)F)N(C(=O)C1=CC(NC=C1)=O)C)C